C(CC(=O)C)(=O)[O-].C1=CCCCCCC1.C1=CCCCCCC1.[Rh+3].C(CC(=O)C)(=O)[O-].C(CC(=O)C)(=O)[O-] rhodium bis(cyclooctene) acetoacetate